FC1(CN(CCC1NC)C1=CC=C(C=C1)C1C(NC(CC1)=O)=O)F 3-[4-[3,3-difluoro-4-(methylamino)-1-piperidyl]phenyl]piperidine-2,6-dione